Methyl-(2S)-2-[4-bromo-2-(4-butoxy-4,5-dihydroisoxazol-3-yl)phenoxy]-3-cyclopropylpropanoat COC([C@H](CC1CC1)OC1=C(C=C(C=C1)Br)C1=NOCC1OCCCC)=O